Cl.COC1=C(C=C(C(=C1)C([2H])([2H])[2H])OC)CC(C)(N)[2H] 1-(2,5-dimethoxy-4-(methyl-d3)phenyl)propan-2-d-2-amine hydrochloride